(3R)-3-({2-chloro-5H,6H,7H-cyclopenta[d]pyrimidin-4-yl}(methyl)amino)-1-phenylpyrrolidin-2-one ClC=1N=C(C2=C(N1)CCC2)N([C@H]2C(N(CC2)C2=CC=CC=C2)=O)C